triethoxysilylpropyl methacrylate (Triethoxysilyl propyl Methacrylate) C(C)O[Si](OCC)(OCC)CCCC=C(C(=O)O)C.C(C(=C)C)(=O)OCCC[Si](OCC)(OCC)OCC